C[N+](CCCS(=O)(=O)O)(CCOC(C(=C)C)=O)C N,N-dimethyl-N-(2-methacryloxyethyl)N-(3-sulfopropyl)ammonium